(4-fluorophenyl)-3-isopropyl-2-methyl-quinolin-7-ol FC1=CC=C(C=C1)C1=C(C(=NC2=CC(=CC=C12)O)C)C(C)C